3,3',5,5'-tetramethoxymethyl-biphenyl COCC=1C=C(C=C(C1)COC)C1=CC(=CC(=C1)COC)COC